6-chloro-2-(3,5-dimethoxyanilino)pyrido[2,3-b]pyrazin-3(4H)-one ClC=1C=CC2=C(NC(C(=N2)NC2=CC(=CC(=C2)OC)OC)=O)N1